2-[[6-chloro-3-(4-pyridinyl)-4-quinolinyl]amino]benzoic acid ClC=1C=C2C(=C(C=NC2=CC1)C1=CC=NC=C1)NC1=C(C(=O)O)C=CC=C1